FC1=CC2=C(N(C(=N2)C)COCC[Si](C)(C)C)C(=C1OC1=CC=C2N=CC(=NC2=C1)C=1C=NN(C1)CC(C)(O)C)F 1-(4-(7-((5,7-Difluoro-2-methyl-1-((2-(trimethylsilyl)ethoxy)methyl)-1H-benzo[d]imidazol-6-yl)oxy)quinoxalin-2-yl)-1H-pyrazol-1-yl)-2-methylpropan-2-ol